NC1=NC(=NN2C1=NC=C2CC=2C=C(C(=NC2)N2CCN(CC2)C(CN(C(OC(C)(C)C)=O)C)=O)C)OC(CC)CCC tert-butyl (2-(4-(5-((4-amino-2-(hexan-3-yloxy)imidazo[2,1-f][1,2,4]triazin-7-yl)methyl)-3-methylpyridin-2-yl)piperazin-1-yl)-2-oxoethyl)(methyl)carbamate